C(C)(C)(C)OC(=O)NC1CCNCC1 4-((tert-butoxycarbonyl)amino)piperidin